methyl N-Boc-indole-3-carboxylate C(=O)(OC(C)(C)C)N1C=C(C2=CC=CC=C12)C(=O)OC